4-(1-(3,5-dichlorophenyl)cyclobutyl) 1-(3-oxo-3-(2,2,2-trichloroethoxy)propyl) 2-methylenesuccinate C=C(C(=O)OCCC(OCC(Cl)(Cl)Cl)=O)CC(=O)OC1(CCC1)C1=CC(=CC(=C1)Cl)Cl